C(C)(C)(C)OC(NC=1C=C(C=C2C=C(N=CC12)NC(=O)[C@H]1[C@@H](C1)C#N)N1C(N(C2=C1C=CC=C2)C)=O)=O |r| (±)-3-(trans-2-cyanocyclopropanecarboxamido)-6-(3-methyl-2-oxo-2,3-dihydro-1H-benzo[d]imidazol-1-yl)isoquinolin-8-ylcarbamic acid tert-butyl ester